ClC1=C(C=CC=C1)[C@]1(C(CCCC1)=O)CNC(OCOC([C@H](CC(C)C)NC(C)=O)=O)=O ((S)-2-acetamido-4-methylpentanoyloxy)methyl (S)-1-(2-chlorophenyl)-2-oxocyclohexylmethylcarbamate